2,2-dihydroxy-1-[5-(trifluoromethyl)pyridin-2-yl]ethan-1-one OC(C(=O)C1=NC=C(C=C1)C(F)(F)F)O